4-(Acetoxymethyl)toluene C(C)(=O)OCC1=CC=C(C)C=C1